N1(N=CC=C1)C=1C=CC(=C(C1)O)C=1N=NC(=CC1)NC1CC(NC(C1)(C)C)(C)C 5-(1H-pyrazol-1-yl)-2-(6-((2,2,6,6-tetramethylpiperidin-4-yl)amino)pyridazin-3-yl)phenol